4-(difluoromethyl)-1,2,3-oxathiazolidine-3-carboxylate 2,2-dioxide FC(C1N(S(OC1)(=O)=O)C(=O)[O-])F